2-chloro-5-methoxy-7,7-dimethyl-5H-furo[3,4-b]pyridine ClC1=CC=C2C(=N1)C(OC2OC)(C)C